2-[[3-[(3R)-3-amino-5-[(4-chlorophenyl)methyl]-8-fluoro-1,1,4-trioxo-2,3-dihydro-1lambda6,5-benzothiazepin-7-yl]-1,2,4-oxadiazol-5-yl]amino]-2-methyl-propanenitrile N[C@H]1CS(C2=C(N(C1=O)CC1=CC=C(C=C1)Cl)C=C(C(=C2)F)C2=NOC(=N2)NC(C#N)(C)C)(=O)=O